1-bromo-3-(tert-butyldimethylsilyloxy)-propane BrCCCO[Si](C)(C)C(C)(C)C